N1C=CC2=C1C=CC=N2 PYRIDO-PYRROLE